2-butyl-4-chloro-3-methyl-imidazo[4,5-d]pyridazin-7-amine C(CCC)C=1N(C=2C(=C(N=NC2Cl)N)N1)C